CO[C@H]1C[C@@H]2N(C([C@H](CC1)NC([C@H](C)NC)=O)=O)[C@@H](CC2)C(=O)N[C@@H]2CCCC1=CC=CC=C21 (3S,6S,9R,10aR)-9-methoxy-6-((S)-2-(methylamino)propanamido)-5-oxo-N-((R)-1,2,3,4-tetrahydronaphthalen-1-yl)decahydropyrrolo[1,2-a]azocine-3-carboxamide